4-bromo-5-methyl-2-phenylthiazole BrC=1N=C(SC1C)C1=CC=CC=C1